ClC1=CC2=C(N(C(N=C2N2C[C@H](N(C[C@@H]2C)C(=O)OC(C)(C)C)C)=O)C=2C(=NC=CC2C)C(C)C)N=C1C1=C(C=CC=C1)S(=O)C (M)-tert-Butyl (2R,5S)-4-(6-chloro-1-(2-isopropyl-4-methylpyridin-3-yl)-7-(2-(methylsulfinyl)phenyl)-2-oxo-1,2-dihydropyrido[2,3-d]pyrimidin-4-yl)-2,5-dimethylpiperazine-1-carboxylate